C(C)(=O)OP(=O)([O-])[O-] phosphonato acetate